CNC(=O)C1=CC=C(C=C1)C=1N=C2SC3=C(N2C1)C=CC(=C3)C(=O)NCCN3CCN(CC3)C 2-(4-(methylcarbamoyl)phenyl)-N-(2-(4-methylpiperazin-1-yl)ethyl)benzo[d]imidazo[2,1-b]thiazole-7-carboxamide